5-Chloro-N-{[2-chloro-6-(1,2,3,4-tetrazol-1-yl)phenyl]methyl}-2-{[(1-methylpiperidin-4-yl)methyl]amino}pyridine-3-carboxamide ClC=1C=C(C(=NC1)NCC1CCN(CC1)C)C(=O)NCC1=C(C=CC=C1N1N=NN=C1)Cl